P(=O)(=O)[Si] phospho-Silicon